N1=CC=CC2=CC(=CC=C12)C=1O[C@@H]([C@]([C@@](C1)(O)OCC1=CC=CC=C1)(O)OCC1=CC=CC=C1)C(O)OCC1=CC=CC=C1 1-(quinolin-6-yl)-3,4,6-tribenzyloxy-D-glucal